(S)-tert-butyl 2-(3-(4-bromo-2,6-difluorophenyl)-3-oxopropyl)morpholine-4-carboxylate BrC1=CC(=C(C(=C1)F)C(CC[C@H]1CN(CCO1)C(=O)OC(C)(C)C)=O)F